BrC=1C=CC(=C(OCCNC(C(=O)O)=O)C1)C=1OC2=C(C=CC=C2C(C1)=O)Cl 2-[2-[5-bromo-2-(8-chloro-4-oxo-chromen-2-yl)phenoxy]ethylamino]-2-oxo-acetic acid